N-[(6-Amino-2-pyridyl)sulfonyl]-6-(3,4-dihydro-2H-1,5-benzodioxepin-7-yl)-2-(2,4,6-trimethylphenoxy)pyridin-3-carboxamid NC1=CC=CC(=N1)S(=O)(=O)NC(=O)C=1C(=NC(=CC1)C1=CC2=C(OCCCO2)C=C1)OC1=C(C=C(C=C1C)C)C